benzyl mercaptan C(C1=CC=CC=C1)S